(S)-4-(5-chloro-2-((1-cyclopropyl-1H-pyrazol-4-yl)amino)pyrimidin-4-yl)-N-(1-cyanopropyl)benzamide ClC=1C(=NC(=NC1)NC=1C=NN(C1)C1CC1)C1=CC=C(C(=O)N[C@@H](CC)C#N)C=C1